CN(CCCNC(OC1=CC=C(C=C1)C1=C(C=C2C(=N1)N(N=C2NC(=O)C=2C=NSC2)CCCC2CC2)Cl)=O)C 4-(5-chloro-1-(3-cyclopropylpropyl)-3-(isothiazole-4-carboxamido)-1H-pyrazolo[3,4-b]pyridin-6-yl)phenyl (3-(dimethylamino)propyl)carbamate